BrC1=C(N=C2N1N=C(C=C2)Cl)C(=O)OCC ethyl 3-bromo-6-chloroimidazo[1,2-b]pyridazine-2-carboxylate